8-(((S)-but-3-yn-2-yl)oxy)-7-(1H-pyrazol-4-yl)-N-((1S,2S)-2-(trifluoromethyl)cyclobutyl)-[1,2,4]triazolo[1,5-c]pyrimidin-2-amine C[C@@H](C#C)OC=1C=2N(C=NC1C=1C=NNC1)N=C(N2)N[C@@H]2[C@H](CC2)C(F)(F)F